[Ce].NC1=CC=C(C=C1)C=1C2=CC=C(N2)C(=C2C=CC(C(=C3C=CC(=C(C=4C=CC1N4)C4=CC=C(C=C4)N)N3)C3=CC=C(C=C3)N)=N2)C2=CC=C(C=C2)N 5,10,15,20-tetra(4-aminophenyl)porphyrin cerium